OC\C=C(/C=C/C1C(C(C(C2C(CCCC12C)(C)C)O)O)(O)C)\C 4-[(1E,3Z)-5-hydroxy-3-methylpenta-1,3-dienyl]-3,4a,8,8-tetramethyl-2,4,5,6,7,8a-hexahydro-1H-naphthalene-1,2,3-triol